C1(=CC=CC=C1)N1C[C@H]([C@@H](C1)C1=CC=CC=C1)C(=O)OCC |r| Ethyl (±)-trans-1,4-diphenylpyrrolidine-3-carboxylate